5-(didecylamino)pentyl dodecyl phosphate P(=O)(OCCCCCN(CCCCCCCCCC)CCCCCCCCCC)(OCCCCCCCCCCCC)[O-]